1-amidino-1,2,4-triazole hydrochloride Cl.C(N)(=N)N1N=CN=C1